5-methyl-1-(3'-trifluoromethylphenyl)-2(1H)pyridone CC=1C=CC(N(C1)C1=CC(=CC=C1)C(F)(F)F)=O